8-Fluoro-2-methyl-4-(1-(methylamino)ethyl)isoquinolin-1(2H)-one FC=1C=CC=C2C(=CN(C(C12)=O)C)C(C)NC